CC1=NOC(=C1S(=O)(=O)NC1=CC(=CC=C1)C=1C2=C(N=C(N1)N1[C@H](CC1)C)CCC2)C (S)-3,5-dimethyl-N-(3-(2-(2-methylazetidin-1-yl)-6,7-dihydro-5H-cyclopenta[d]pyrimidin-4-yl)phenyl)isoxazole-4-sulfonamide